2-(N-methylaminomethyl)phenylboronic acid pinacol ester CNCC1=C(C=CC=C1)B1OC(C)(C)C(C)(C)O1